2-(3,5-dichloro-1H-indazol-4-yl)-1-[(1S)-5-[(1S)-2,2-difluoro-1-hydroxy-ethyl]-1-methyl-3,4-dihydro-1H-isoquinolin-2-yl]ethanone ClC1=NNC2=CC=C(C(=C12)CC(=O)N1[C@H](C2=CC=CC(=C2CC1)[C@@H](C(F)F)O)C)Cl